8-methoxy-1,2,3,4-Tetrahydroisoquinoline COC=1C=CC=C2CCNCC12